2,6-dichlorophenoxy(2,3,5-trimethylcyclopentadiene) titanium dichloride [Cl-].[Cl-].[Ti+2].ClC1=C(OC2=C(C(=CC2C)C)C)C(=CC=C1)Cl